gold-sodium sulfite S(=O)([O-])[O-].[Na+].[Au+3].S(=O)([O-])[O-]